Natrium fluorid [F-].[Na+]